3-(5-((5-(4'-fluoro-5,5-dimethyl-3,4,5,6-tetrahydro-[1,1'-biphenyl]-2-carbonyl)-2,5-diazabicyclo[2.2.2]octan-2-yl)methyl)-1-oxoisoindolin-2-yl)piperidine-2,6-dione FC1=CC=C(C=C1)C1=C(CCC(C1)(C)C)C(=O)N1C2CN(C(C1)CC2)CC=2C=C1CN(C(C1=CC2)=O)C2C(NC(CC2)=O)=O